C1(=CC=CC=C1)[S-].[Sr+2].C1(=CC=CC=C1)[S-] strontium thiophenolate